3-Fluoropiperidin FC1CNCCC1